FC1(OCC1(F)F)F 2,2,3,3-tetrafluorooxetane